(S)-N-((R)-(5-fluoro-2-methoxyphenyl)(1H-indol-2-yl)methyl)-2-methylpropan-2-sulfinamide FC=1C=CC(=C(C1)[C@@H](N[S@@](=O)C(C)(C)C)C=1NC2=CC=CC=C2C1)OC